C1(CCCCC1)NC1=C(C=C(C=C1)NC(C=C)=O)C1=NC=CC=C1 N-(4-(cyclohexylamino)-3-(pyridin-2-yl)phenyl)acrylamide